1-acetyl-5-benzyl-1H-1,2,4-triazole-3-carboxylic acid ethyl ester C(C)OC(=O)C1=NN(C(=N1)CC1=CC=CC=C1)C(C)=O